3-(1-(chloromethyl)-2-methyl-6-oxo-1,6-dihydropyridin-3-yl)-7-fluoro-1-(4-fluoro-2-methylphenyl)-6-(trifluoromethyl)-2,3-dihydroquinazolin-4(1H)-one ClCN1C(=C(C=CC1=O)N1CN(C2=CC(=C(C=C2C1=O)C(F)(F)F)F)C1=C(C=C(C=C1)F)C)C